4-((6-(methacryloyloxy)hexyl)oxy)-3-methylbenzoic acid C(C(=C)C)(=O)OCCCCCCOC1=C(C=C(C(=O)O)C=C1)C